[Na].CC1(/C(/N(C=2C=CC3=C(C12)C=CC=C3)CCCCS(=O)(=O)O)=C/C=C/C=C/C=C/C3N(C=1C=CC2=C(C1C3(C)C)C=CC=C2)CCCCS(=O)(=O)O)C 4-[2-[(1E,3E,5E,7Z)-7-[1,1-dimethyl-3-(4-sulfobutyl)benzo[E]indol-2-ylidene]hept-1,3,5-trienyl]-1,1-dimethylbenzo[E]indol-3-yl]butane-1-sulfonic acid sodium